4-methyl-4-(3-methylbenzoyl)-6-phenyl-5-hexynonitrile CC(CCC#N)(C#CC1=CC=CC=C1)C(C1=CC(=CC=C1)C)=O